FC(C1=NN=C(O1)C1=CC=2N(C=C1)C=C(N2)CN(C(=O)C2CN(C2)C2CCOCC2)C2=CC=CC=C2)F N-((7-(5-(difluoromethyl)-1,3,4-oxadiazol-2-yl)imidazo[1,2-a]pyridin-2-yl)methyl)-N-phenyl-1-(tetrahydro-2H-pyran-4-yl)azetidine-3-carboxamide